3-[4-[[Dimethyl(oxo)-λ6-sulfanylidene]amino]-2-fluoro-anilino]-5-(methylamino)-6-(3-methylimidazo[4,5-c]pyridin-7-yl)pyrazine-2-carboxamide CS(=O)(C)=NC1=CC(=C(NC=2C(=NC(=C(N2)NC)C=2C3=C(C=NC2)N(C=N3)C)C(=O)N)C=C1)F